COC1=C(C=CC=C1)C1CCN(CC1)[C@@H]1COC2(CN(C2)C=2OC=NN2)C1 (S)-7-(4-(2-methoxyphenyl)piperidin-1-yl)-2-(1,3,4-oxadiazol-2-yl)-5-oxa-2-azaspiro[3.4]octane